FC=1C=CC(=NC1)[C@@]1(CCOC2(C1)CCOCC2)CC#N (R)-2-(4-(5-Fluoropyridin-2-yl)-1,9-dioxaspiro[5.5]undecan-4-yl)acetonitrile